(S)-β-amino-4-(3-fluorophenyl)-butyric acid N[C@H](CC(=O)O)CC1=CC(=CC=C1)F